FC(OC[C@@H]1O[C@H](CN(C1)C=1C=2N(C=C(C1)S(=O)(=O)NC1(CC1)C)C(=CN2)C=2SC(=NN2)C(F)F)C)F |o1:4,6| rel-8-((2R,6S)-2-((difluoromethoxy)methyl)-6-methylmorpholino)-3-(5-(difluoromethyl)-1,3,4-thiadiazol-2-yl)-N-(1-methylcyclopropyl)imidazo[1,2-a]pyridine-6-sulfonamide